CC(C)(C)OC(=O)N1CC2CCC(C1)N2 3,8-diazabicyclo[3.2.1]octane-3-carboxylic acid-2-methylpropan-2-yl ester